CC1=CC=C(C=C1)S(=O)(=O)OC1CN(C1)C1=NC=C(C=C1)C(NC1=NC=C(N=C1)N1C[C@@H](N(CC1)C1=NC=C(C=C1)F)C)=O (S)-1-(5-((5-(4-(5-fluoropyridin-2-yl)-3-methylpiperazin-1-yl)pyrazin-2-yl)carbamoyl)pyridin-2-yl)azetidin-3-yl 4-methylbenzenesulfonate